tert-Butyl 4-(D-threonyl)piperazine-1-carboxylate N[C@H]([C@@H](O)C)C(=O)N1CCN(CC1)C(=O)OC(C)(C)C